(S)-N-(3-(1-((7-methyl-5H-pyrrolo[2,3-b]pyrazin-2-yl)amino)ethyl)phenyl)-2-(trifluoromethyl)thiazole-5-carboxamide CC1=CNC2=NC=C(N=C21)N[C@@H](C)C=2C=C(C=CC2)NC(=O)C2=CN=C(S2)C(F)(F)F